COC(\C=C\CN(C)CCCCN1C2=C(CCC3=C1C=CC=C3)C=CC(=C2)Cl)=O.CC(C)(CCC(C)(OOC(C(CCCC)CC)=O)C)OOC(C(CCCC)CC)=O 2,5-dimethyl-2,5-di(2-ethylhexanoyl-peroxy)hexane methyl-(E)-4-[4-(3-chloro-10,11-dihydro-5H-dibenzo[b,f]azepin-5-yl)butyl-methyl-amino]but-2-enoate